N-(2-Methoxy-5-((3-(trifluoromethyl)phenoxy)methyl)phenyl)-5-oxopyrrolidine-2-carboxamide COC1=C(C=C(C=C1)COC1=CC(=CC=C1)C(F)(F)F)NC(=O)C1NC(CC1)=O